COC1=C(C=CC=C1)C=1C(=C(C=CC1)C1=C(C=NC=C1)CNC(=O)N)S(=O)(=O)N1CCNCC1 4-(2-methoxyphenyl-(piperazine-1-sulfonyl)phenyl)-1-(pyridin-3-ylmethyl)urea